6-fluoro-8-methoxy-9H-pyrimido[4,5-b]indol-4-amine FC=1C=C2C3=C(NC2=C(C1)OC)N=CN=C3N